COC1=CC(=NC2=NC=CC=C12)CCCCCN([C@H]1CN(CC1)C(=O)OC(C)(C)C)C tert-butyl (R)-3-((5-(4-methoxy-1,8-naphthyridin-2-yl)pentyl)(methyl)amino)pyrrolidine-1-carboxylate